2-(4-(4-amino-3-(4-phenoxyphenyl)-1H-pyrazolo[3,4-d]pyrimidin-1-yl)piperidin-1-yl)-N-(2-aminophenyl)acetamide iron-magnesium-silicon [Si].[Mg].[Fe].NC1=C2C(=NC=N1)N(N=C2C2=CC=C(C=C2)OC2=CC=CC=C2)C2CCN(CC2)CC(=O)NC2=C(C=CC=C2)N